C(CCC)[Sn](C=1N=CN(C1)C(C1=CC=CC=C1)(C1=CC=CC=C1)C1=CC=CC=C1)(CCCC)CCCC 4-(tributylstannyl)-1-(triphenylmethyl)imidazole